O1C(C1)CNC(OC(C)(C)C)=O tert-butyl (oxiran-2-ylmethyl)carbamate